3-hydroxycyclobutan-1-one OC1CC(C1)=O